(2,3,5,6-tetrafluorophenyl) borate B(OC1=C(C(=CC(=C1F)F)F)F)([O-])[O-]